tert-Butyl 6-(2,2,2-trifluoroethoxy)-1H-pyrazolo[3,4-b]pyridine-3-carboxylate FC(COC1=CC=C2C(=N1)NN=C2C(=O)OC(C)(C)C)(F)F